C(C)(C)(C)C1=CC=C(C(=O)NC(C(=O)O)=CC=2OC=CC2)C=C1 2-(4-(tert-butyl)benzamido)-3-(furan-2-yl)acrylic acid